5-((4-(6-chloropyridin-2-yl)piperazin-1-yl)methyl)-2-(2,6-dioxopiperidin-3-yl)isoindoline-1,3-dione ClC1=CC=CC(=N1)N1CCN(CC1)CC=1C=C2C(N(C(C2=CC1)=O)C1C(NC(CC1)=O)=O)=O